oxa-Dibenzocyclooctyne C1=CC=CC=2C#COCC3=C(C21)C=CC=C3